FC(C=1C(=C(C=CC1)[C@@H](C)NC1=NC(=NC2=CC=C(C=C12)S(=O)(=O)N(C)C)C)F)F (R)-4-((1-(3-(difluoromethyl)-2-fluorophenyl)ethyl)amino)-N,N,2-trimethylquinazoline-6-sulfonamide